C1(=CC=CC=C1)CCCC1=NC=CC=C1 2-(3-phenyl-propyl)pyridine